C(CC1=CC=CC=C1)OS(=O)(=O)C1=NC=2CCNCC2C=C1 phenethyl-5,6,7,8-tetrahydro-1,6-naphthyridine-2-sulfonate